ClC=1C(=CC=C2N=CC(=NC12)C=1C=NN(C1)C1CC(C1)C(F)(F)F)OC=1C=CC2=C(N(C(=N2)C)COCC[Si](C)(C)C)C1 8-chloro-7-((2-methyl-1-((2-(trimethylsilyl)ethoxy)methyl)-1H-benzo[d]imidazol-6-yl)oxy)-2-(1-(3-(trifluoromethyl)cyclobutyl)-1H-pyrazol-4-yl)quinoxaline